N-(3-Chlorophenyl)-N1-(4-methoxyphenyl)-6-pyrrolidin-1-yl-[1,3,5]triazine-2,4-diamine hydrochloride Cl.ClC=1C=C(C=CC1)NC1N(C(=NC(=N1)N)N1CCCC1)C1=CC=C(C=C1)OC